N-((1R,3S,5s,7s)-2-(5-(3-cyano-6-(2-hydroxy-2-methylpropyloxy)pyrazolo[1,5-a]pyridin-4-yl)pyridin-2-yl)-2-azaadamantan-5-yl)isobutyramide C(#N)C=1C=NN2C1C(=CC(=C2)OCC(C)(C)O)C=2C=CC(=NC2)N2[C@@H]1CC3CC(C[C@@H]2C3)(C1)NC(C(C)C)=O